(S)-trifluoroisopropylamine C[C@@H](C(F)(F)F)N